NC1=NC=C(C2=C1C(=NN2C)C2=CC(=C(C=C2)NS(=O)(=O)C(F)F)O[C@@H](C)C2=C(C=CC=C2)F)C=2C=NN(C2)C2CCOCC2 (S)-N-(4-(4-amino-1-methyl-7-(1-(tetrahydro-2H-pyran-4-yl)-1H-pyrazol-4-yl)-1H-pyrazolo[4,3-c]pyridin-3-yl)-2-(1-(2-fluorophenyl)ethoxy)phenyl)-1,1-difluoromethane-sulfonamide